Tert-Butyl (3R)-3-[[2-(6-Bromo-4-Cyclopropyloxy-1-Oxophthalazin-2-yl)Acetyl]Amino]Piperidine-1-Carboxylate BrC=1C=C2C(=NN(C(C2=CC1)=O)CC(=O)N[C@H]1CN(CCC1)C(=O)OC(C)(C)C)OC1CC1